5-mercapto-2-nitrobenzoic acid SC=1C=CC(=C(C(=O)O)C1)[N+](=O)[O-]